C(C)(=O)N1CCC(CC1)C1CCC=2N(C1)C=C(N2)C(=O)O 6-(1-Acetylpiperidin-4-yl)-5,6,7,8-tetrahydroimidazo[1,2-a]pyridine-2-carboxylic acid